octenide dihydrochloride Cl.Cl.[CH-]=CCCCCCC